N-(7-chloro-6-(piperazin-1-yl)isoquinolin-3-yl)cyclopropanecarboxamide ClC1=C(C=C2C=C(N=CC2=C1)NC(=O)C1CC1)N1CCNCC1